7-(3-(piperidine-1-carbonyl)pyrazolo[1,5-a]Pyridin-7-yl)phthalazine-1(2H)-one N1(CCCCC1)C(=O)C=1C=NN2C1C=CC=C2C2=CC=C1C=NNC(C1=C2)=O